O[C@@H]1CC[C@H](CC1)C(=O)O trans-4-hydroxy-cyclohexanecarboxylic acid